NCCN(CCNCCNCCN)CCN N,N-bis(2-aminoethyl)-N'-[2-[(2-aminoethyl)amino]ethyl]-1,2-ethanediamine